6-chloro-N-(6-(cyclopropylmethoxy)pyridin-3-yl)pyrido[3,2-d]pyrimidin-4-amine ClC=1C=CC=2N=CN=C(C2N1)NC=1C=NC(=CC1)OCC1CC1